diazabicyclo(5.4.0)undecene C12=NNCCCC2CCCC1